NC1=NC=CC2=C1C1CCC(C2)N1C(=O)NC1=CC(=C(C=C1)Cl)Cl (±)-1-Amino-N-(3,4-dichlorophenyl)-6,7,8,9-tetrahydro-5H-6,9-epiminocyclohepta[c]pyridine-10-carboxamide